C12C(C3CC(CC(C1)C3)C2)C(=O)OC2(C3C=CC(C2)CC3)C(C)=O 2-Acetylbicyclo[2.2.2]oct-5-en-2-yl adamantane-2-carboxylate